(2S,7S*)-N-[(1S)-1-cyano-2-[4-(3-methyl-2-oxo-2,3-dihydro-1,3-benzoxazol-5-yl)phenyl]ethyl]-7-hydroxy-1,4-oxazocane-2-carboxamide C(#N)[C@H](CC1=CC=C(C=C1)C=1C=CC2=C(N(C(O2)=O)C)C1)NC(=O)[C@H]1OC[C@H](CCNC1)O |o1:27|